N(=[N+]=[N-])CCOCCOCCOC12CC3(CC(C[C@H](C1)C3)C2)N(C(OC(C)(C)C)=O)CC(=O)N2[C@@H](CCC2)C#N tert-butyl ((1S,3R,5S)-3-(2-(2-(2-azidoethoxy)ethoxy)ethoxy)adamantan-1-yl)(2-((S)-2-cyanopyrrolidin-1-yl)-2-oxoethyl)carbamate